O(C)C=CC1CC1 1-(2-methoxyl-vinyl)cyclopropane